7-methyl-hypoxanthine CN1C=NC=2N=CNC(C12)=O